1-((2S,5R)-5-((5-(((R)-2,2-difluorocyclopropyl)methyl)-7H-pyrrolo[2,3-d]pyrimidin-4-yl)amino)-2-methylpiperidin-1-yl)prop-2-en-1-one FC1([C@@H](C1)CC1=CNC=2N=CN=C(C21)N[C@@H]2CC[C@@H](N(C2)C(C=C)=O)C)F